BrC=1SC2=C(N1)C(=CC(=C2)C(=O)OC)C2COCC2 methyl 2-bromo-4-(oxolane-3-yl)-1,3-benzothiazole-6-carboxylate